3-methoxy-1-(4-nitrophenyl)urea CONC(NC1=CC=C(C=C1)[N+](=O)[O-])=O